1-(11Z,14Z-eicosadienoyl)-2-(9Z-nonadecenoyl)-glycero-3-phosphocholine CCCCCCCCC/C=C\CCCCCCCC(=O)O[C@H](COC(=O)CCCCCCCCC/C=C\C/C=C\CCCCC)COP(=O)([O-])OCC[N+](C)(C)C